[2-(5-chloro-1,8-dioxa-3-aza-dibenzo[e,h]azulen-2-ylmethoxy)-ethyl]-dimethylamine ClC1=CC2=C(OC3=C(C=4OC(=NC24)COCCN(C)C)C=CC=C3)C=C1